FC(C(=O)OC(C(C(C(F)(F)F)(F)F)(F)F)=O)(C(C(F)(F)F)(F)F)F Perfluorobutanoic anhydride